tert-butyl 2-bromo-2-(2-(4,4-dimethyltetrahydrofuran-3-yl)-5-fluorophenyl)acetate BrC(C(=O)OC(C)(C)C)C1=C(C=CC(=C1)F)C1COCC1(C)C